2-((1R,3R,5R)-spiro[bicyclo[3.2.0]heptane-6,2'-[1,3]dioxolan]-3-yl)ethanol O1C2(OCC1)[C@@H]1C[C@@H](C[C@@H]1C2)CCO